FC(C1CCN=C1)(F)F 4-(trifluoromethyl)-3,4-dihydro-2H-pyrrole